[Ce].[Co].[Zr].[Ti] titanium-zirconium-cobalt cerium